1-(6-chloro-4-isopropyl-2,7-naphthyridin-1-yl)-N-methylazetidine-3-carboxamide ClC=1C=C2C(=CN=C(C2=CN1)N1CC(C1)C(=O)NC)C(C)C